C=CC=CCC hexenene